(2S,4R)-2-(1-cyclopropyl-6-keto-3-pyridyl)tetrahydropyran C1(CC1)N1C=C(C=CC1=O)[C@H]1OCCCC1